[F-].C(CC)[NH+]1C(CCC1)C 1-propyl-2-methylpyrrolidinium fluoride